((3-fluoro-2-(3-(2-(1-(2-(5-methyl-3-(trifluoromethyl)-1H-pyrazol-1-yl)acetyl)piperidin-4-yl)thiazol-4-yl)-4,5-dihydroisoxazol-5-yl)phenyl)imino)dimethyl-λ6-sulfanone FC=1C(=C(C=CC1)N=S(=O)(C)C)C1CC(=NO1)C=1N=C(SC1)C1CCN(CC1)C(CN1N=C(C=C1C)C(F)(F)F)=O